5-(4-((3,4-dimethyl-2-oxo-1,5,7,8-tetrahydro-2H-pyrano[4,3-b]pyridin-7-yl)methyl)piperazin-1-yl)-6-fluoro-N-methylpicolinamide CC1=C(C2=C(NC1=O)CC(OC2)CN2CCN(CC2)C=2C=CC(=NC2F)C(=O)NC)C